C1(CC1)O (R)-cyclopropyl alcohol